COC(C(C(C1=CC(=C(C=C1)C)C=O)C1=C(C2=C(N(N=N2)C)C=C1)C)(C)C)=O 3-(1,4-dimethyl-1H-benzo[d][1,2,3]triazol-5-yl)-3-(3-formyl-4-methylphenyl)-2,2-dimethylpropionic acid methyl ester